C(C1=CC=CC=C1)C(C(=O)O)CNC=1SC(=C(N1)C1=CC(=C(C=C1)Cl)Cl)C(=C)C 2-benzyl-3-(4-(3,4-dichlorophenyl)-5-(prop-1-en-2-yl)thiazol-2-ylamino)propanoic acid